dipropyloxyzirconium C(CC)O[Zr]OCCC